BrC(C1=CC=C(C=C1)C(Br)Br)Br 1,4-bis(dibromomethyl)benzene